di-(m-bromophenyl)methylene(cyclopentadienyl)(2,3,6,7-tetra-tert-butylfluorenyl)zirconium dichloride [Cl-].[Cl-].BrC=1C=C(C=CC1)C(=[Zr+2](C1=C(C(=CC=2C3=CC(=C(C=C3CC12)C(C)(C)C)C(C)(C)C)C(C)(C)C)C(C)(C)C)C1C=CC=C1)C1=CC(=CC=C1)Br